2,4,6-tris(1-aziridinyl)-1,3,5-triazine N1(CC1)C1=NC(=NC(=N1)N1CC1)N1CC1